2-amino-N-((5-ethoxy-2-pyridinyl)methyl)-3-methyl-N-((1R)-1-(2-pyrimidinyl)ethyl)-6-quinolinecarboxamide NC1=NC2=CC=C(C=C2C=C1C)C(=O)N([C@H](C)C1=NC=CC=N1)CC1=NC=C(C=C1)OCC